FC1=C(C(=O)OC(C)(C)C)C=CC=C1CCCCOS(=O)(=O)C1=CC=C(C)C=C1 tert-butyl 2-fluoro-3-(4-(tosyloxy)butyl)benzoate